3-(6-methoxy-3-pyridyl)-2-propanoyl-3,4-dihydropyrazol COC1=CC=C(C=N1)C1N(N=CC1)C(CC)=O